(Z)-1-(3,4-difluorophenyl)-2-methoxy-ethanone oxime FC=1C=C(C=CC1F)/C(/COC)=N/O